C(C)S(=O)(=O)N1CC(C1)N1N=CC(=C1)C=1C2=C(N=CN1)NC=C2 1-ethylsulfonyl-3-[4-(7H-pyrrolo[2,3-d]pyrimidin-4-yl)pyrazol-1-yl]azetidin